(1,4-dimethyl-1H-1,2,3-triazol-5-yl)-2-carbonyl-5-(phenyl-(tetrahydro-2H-pyran-4-yl)methyl)-2,5-dihydro-1H-pyrido[3,2-b]indole-7-carboxylic acid CN1N=NC(=C1N1C(C=CC=2N(C=3C=C(C=CC3C21)C(=O)O)C(C2CCOCC2)C2=CC=CC=C2)=C=O)C